NC1=C(C=CC(=N1)C(=O)NC)C#CC1=NN(C2=NC=NC(=C21)N)C(C)(C)C 6-Amino-5-((4-amino-1-(tert-butyl)-1H-pyrazolo[3,4-d]pyrimidin-3-yl)ethynyl)-N-methylpyridineamide